C(C)OC=1C=2N(C=CC1C=1C=NN(C1)C(C)OCC)N=C(N2)N[C@@H]2[C@@H](CN(CC2)S(=O)(=O)C)C 8-ethoxy-7-(1-(1-ethoxyethyl)-1H-pyrazol-4-yl)-N-((3R,4S)-3-methyl-1-(methylsulfonyl)piperidin-4-yl)-[1,2,4]triazolo[1,5-a]pyridin-2-amine